NC=1C=CC(=C(C(=O)O)C1)F 5-amino-2-fluorobenzoic acid